ClCC(C#N)=C α-chloromethylacrylonitrile